Cl.CC=1N=C2N(C=C(C=C2)C2=CC3=C(C=N2)N=C(S3)C3CCNCC3)C1 6-(2-methylimidazo[1,2-a]pyridin-6-yl)-2-(piperidin-4-yl)[1,3]thiazolo[4,5-c]pyridine hydrochloride